5-(2-methoxy-4-nitrophenyl)-1,3-oxazole COC1=C(C=CC(=C1)[N+](=O)[O-])C1=CN=CO1